ClC1=CC=NC(=C1C=O)N1C=NN2C(C1=O)=CC1=C2CC(C1)(C)C 4-Chloro-2-(7,7-dimethyl-4-oxo-4,6,7,8-tetrahydro-3H-cyclopenta[4,5]pyrrolo[2,1-f][1,2,4]triazin-3-yl)nicotinaldehyde